BrC=1C(=C(N)C=C(C1)C)OC 3-bromo-2-methoxy-5-methylaniline